sec-butyl n-hexanoate C(CCCCC)(=O)OC(C)CC